tert-Butyl N-[4-[5-chloro-7-[[(2S,4R)-4-hydroxy-1-methyl-pyrrolidin-2-yl]methoxy]-1,3-dihydrofuro[3,4-f]quinolin-4-yl]-3-cyano-7-fluoro-benzothiophen-2-yl]carbamate ClC=1C(=C2C(=C3C=CC(=NC13)OC[C@H]1N(C[C@@H](C1)O)C)COC2)C2=CC=C(C1=C2C(=C(S1)NC(OC(C)(C)C)=O)C#N)F